O=C1N(CC2=CC(=CC=C12)O[C@@H]1[C@H](CCC1)NCC=1C=NC=CC1)C1C(NC(CC1)=O)=O 3-(1-oxo-5-(((1S,2S)-2-((pyridin-3-ylmethyl)amino)cyclopentyl)oxy)isoindolin-2-yl)piperidine-2,6-dione